4-pyrrolidinyl-phenyl-[4-(10-mercapto-decylthio)phenyl]methanone N1(CCCC1)C1=CC=C(C=C1)C(=O)C1=CC=C(C=C1)SCCCCCCCCCCS